OCCS(=O)(=O)NC1=CC(=C(C(=O)NC2=NC(=CC=C2)OCC2CN(C2)C)C=C1)N1CCC2(CC2)CC1 4-((2-Hydroxyethyl)sulfonamido)-N-(6-((1-methylazetidin-3-yl)methoxy)pyridin-2-yl)-2-(6-azaspiro[2.5]octan-6-yl)benzamide